methyl-1-tert-butoxylcarbonyl-(3S)-(2-cyclopropylmethyl)amino-piperidine CC1(N(CCCC1)C(=O)OC(C)(C)C)NCC1CC1